(4-(1-aminoethyl)-1-(5-(2,3-dichlorophenyl)-3-(hydroxymethyl)-6-methylpyrazin-2-yl)piperidin-4-yl)methanol NC(C)C1(CCN(CC1)C1=NC(=C(N=C1CO)C1=C(C(=CC=C1)Cl)Cl)C)CO